methyl (E)-2-(5-((8-bromo-6-(bromomethyl)-4-oxochroman-3-ylidene)methyl)-2-chlorophenoxy)acetate BrC=1C=C(C=C2C(\C(\COC12)=C\C=1C=CC(=C(OCC(=O)OC)C1)Cl)=O)CBr